2-(3-(morpholinyl)propoxy)-4-(3-chloro-4-(3-fluorobenzyloxy)phenylamino)pyrimidine Cyclohexylmethyl-3,4-epoxycyclohexanecarboxylate C1(CCCCC1)COC(=O)C1CC2C(CC1)O2.N2(CCOCC2)CCCOC2=NC=CC(=N2)NC2=CC(=C(C=C2)OCC2=CC(=CC=C2)F)Cl